2-bromo-6-(3-methoxytetrahydrofuran-3-yl)pyridine BrC1=NC(=CC=C1)C1(COCC1)OC